4-(2,6-difluorobenzyl)-2-(4-((2-((3aR,6aS)-tetrahydro-1H-furo[3,4-c]pyrrol-5(3H)-yl)pyridin-4-yl)oxy)phenyl)-2,4-dihydro-3H-1,2,4-triazol-3-one FC1=C(CN2C(N(N=C2)C2=CC=C(C=C2)OC2=CC(=NC=C2)N2C[C@@H]3[C@H](C2)COC3)=O)C(=CC=C1)F